(R)-2-(6-Chloropyrimidin-4-yl)-3-(3-fluoro-5-(trifluoromethyl)phenyl)isoxazolidine ClC1=CC(=NC=N1)N1OCC[C@@H]1C1=CC(=CC(=C1)C(F)(F)F)F